The molecule is the D-enantiomer of valinium. It has a role as a plant metabolite. It is a conjugate acid of a D-valine. It is an enantiomer of a L-valinium. CC(C)[C@H](C(=O)O)[NH3+]